(R)-l-1-(4-chlorothiophen-2-yl)-8-((3S,5R)-3,5-dimethylpiperazin-1-yl)-3-(pyridin-2-yl)-10-(trifluoromethyl)-3,4-dihydro-2H,6H-[1,4]thiazepino[2,3,4-ii]quinazolin-6-one ClC=1C=C(SC1)S1C[C@H](CN2C(N=C(C3=CC(=CC1=C23)C(F)(F)F)N2C[C@@H](N[C@@H](C2)C)C)=O)C2=NC=CC=C2